4-(3-(4-fluorophenyl)isoxazolidin-2-yl)-N-(3-methoxy-4-(4-(4-methylpiperazin-1-yl)piperidin-1-yl)phenyl)-5-(trifluoromethyl)pyrimidin-2-amine FC1=CC=C(C=C1)C1N(OCC1)C1=NC(=NC=C1C(F)(F)F)NC1=CC(=C(C=C1)N1CCC(CC1)N1CCN(CC1)C)OC